3-((4-(3-cyanobicyclo[1.1.1]pentan-1-yl)phenoxy)methyl)-1-(4-methoxybenzoyl)pyrrolidine-3-carboxylic acid C(#N)C12CC(C1)(C2)C2=CC=C(OCC1(CN(CC1)C(C1=CC=C(C=C1)OC)=O)C(=O)O)C=C2